C(C)(C)(C)OC(=O)NCCCCCN1C(=NC2=C1C=CC(=C2)CN2CCN(CC2)C)NC(=O)C=2C=CC(=C(C(=O)O)C2)F 5-((1-(5-((tert-butoxycarbonyl)amino)pentyl)-5-((4-methylpiperazin-1-yl)methyl)-1H-benzo[d]imidazol-2-yl)carbamoyl)-2-fluorobenzoic acid